5-(1-isopropyl-2-methyl-1H-imidazo[4,5-b]pyridin-6-yl)-N-(trans-4-morpholinocyclohexyl)-7H-pyrrolo[2,3-d]pyrimidin-4-amine C(C)(C)N1C(=NC2=NC=C(C=C21)C2=CNC=1N=CN=C(C12)N[C@@H]1CC[C@H](CC1)N1CCOCC1)C